trans-crotylboronic acid pinacol ester C(\C=C\C)B1OC(C)(C)C(C)(C)O1